O=C1NC(CCC1N1C(C2=CC=C(C=C2C1=O)N1CCN(CC1)C=1C=CN(CN1)C1=CC=C(C=C1)N(C(C)=O)C1CCC(CC1)NC1=NC2=CC=CC=C2C=N1)=O)=O N-(4-(6-(4-(2-(2,6-dioxopiperidin-3-yl)-1,3-dioxoisoindolin-5-yl)piperazin-1-yl)pyrimidin-3-yl)phenyl)-N-((1r,4r)-4-(quinazolin-2-ylamino)cyclohexyl)acetamide